3-[5-(piperidin-3-yl)-1,3,4-thiadiazol-2-yl]-2-(trifluoromethyl)pyridine hydrochloride Cl.N1CC(CCC1)C1=NN=C(S1)C=1C(=NC=CC1)C(F)(F)F